N[C@H]1CS(C2=C(N(C1=O)CC1=CC=C(C=C1)OC(F)(F)F)C=C(C=C2)C=2OC(=NN2)C(C)(S(=O)(=O)C)C)(=O)=O (3R)-3-amino-7-[5-(1-methyl-1-methylsulfonyl-ethyl)-1,3,4-oxadiazol-2-yl]-1,1-dioxo-5-[[4-(trifluoromethoxy)phenyl]methyl]-2,3-dihydro-1λ6,5-benzothiazepine-4-One